Br.BrCCCCCCNC1=NC(=NC(=C1)N)N 4-N-(6-bromo-hexyl)pyrimidine-2,4,6-triamine hydrobromide